CC1(OB(C=2C1=NC(=CC2)NC2=NC=C(C(=N2)N[C@H](CO)C2=CC=CC=C2)C=2OC(=NN2)C)OCC(F)(F)F)C (S)-2-((2-((3,3-dimethyl-1-(2,2,2-trifluoroethoxy)-1,3-dihydro-[1,2]oxaborolo[4,3-b]pyridin-5-yl)amino)-5-(5-methyl-1,3,4-oxadiazol-2-yl)pyrimidin-4-yl)amino)-2-phenylethan-1-ol